C(C)(C)(C)OC(N[C@H](CCSC)C(NC)=O)=O N-[(1R)-1-(methylcarbamoyl)-3-methylsulfanyl-propyl]carbamic acid tert-butyl ester